(S)-2-(1-Cyclopropyl-3-methyl-4-oxo-1,4-dihydro-5H-pyrrolo[2,3-d]pyridazin-5-yl)-N-(1-(3-fluoro-4-methylphenyl)ethyl)acetamid C1(CC1)N1C=C(C2=C1C=NN(C2=O)CC(=O)N[C@@H](C)C2=CC(=C(C=C2)C)F)C